3-{[(2S)-4-methylmorpholin-2-yl]methoxy}-5-(5-methyl-1,3-thiazol-2-yl)-N-{(1R)-1-[6-(trifluoromethyl)pyridin-3-yl]ethyl}benzamide CN1C[C@H](OCC1)COC=1C=C(C(=O)N[C@H](C)C=2C=NC(=CC2)C(F)(F)F)C=C(C1)C=1SC(=CN1)C